2-chlorobutanoic acid ClC(C(=O)O)CC